1-methyl 1-(methoxymethyl)-4-oxocyclohexane-1-carboxylate COCC1(CCC(CC1)=O)C(=O)OC